FC(CN1[C@@H](C2=CC=C(C(=C2C[C@H]1C)F)NS(=O)(=O)CC)C1=C(C=C(C=C1F)NC1CN(C1)CCCF)F)(CO)F N-((1S,3R)-2-(2,2-difluoro-3-hydroxypropyl)-1-(2,6-difluoro-4-((1-(3-fluoropropyl)azetidin-3-yl)amino)phenyl)-5-fluoro-3-methyl-1,2,3,4-tetrahydroisoquinolin-6-yl)ethanesulfonamide